ClC(CC(C(CC)C)N1CCOCC1)CCCCCCCC (6-chloro-3-methyltetradec-4-yl)morpholine